FC=1C=C(C(=O)N)C=CN1 2-fluoroisonicotinamide